C(C)(=O)N1CC=2N(CC1)N=C(C2)NC=2C(=C(NC(C2)=O)C)C=2C=C(C(=NC2)C2CNC(C=1N2C=2CCCCC2C1F)=O)CO 4-[5-[(5-acetyl-6,7-dihydro-4H-pyrazolo[1,5-a]pyrazin-2-yl)amino-methyl-6-oxo-3-pyridyl]-3-(hydroxymethyl)-2-pyridyl]-10-fluoro-3,4,6,7,8,9-hexahydropyrazino[1,2-a]indol-1-one